(R,Z)-6-(1-acetyl-1,2,3,6-tetrahydropyridin-4-yl)-1,8-dimethyl-4-((1-(2-methyl-3-(trifluoromethyl)phenyl)ethyl)imino)-4,8-dihydropyrido[2,3-d]pyrimidin-7(1H)-one C(C)(=O)N1CCC(=CC1)C1=CC/2=C(N(C=N\C2=N/[C@H](C)C2=C(C(=CC=C2)C(F)(F)F)C)C)N(C1=O)C